N1=C(C=CC=C1)CNC(=O)C=1N=NN(C1)C1CN(CC1)C=1N=NC(=CC1)NC(CC1=CC(=CC=C1)OC(F)(F)F)=O N-(pyridin-2-ylmethyl)-1-(1-(6-(2-(3-(trifluoromethoxy)phenyl)acetamido)pyridazin-3-yl)pyrrolidin-3-yl)-1H-1,2,3-triazole-4-carboxamide